C(C)C=1OC2=CC=CC=C2C(C1)=O ethyl-4-oxo-chromen